(4-fluorophenyl)-2-isocyano-N-methylaniline FC1=CC=C(C=C1)N(C1=C(C=CC=C1)[N+]#[C-])C